N[C@H]1C[C@H](C1)C1CN(C(O1)=O)C=1C=CC=2OCC(NC2N1)=O 6-[5-(cis-3-aminocyclobutyl)-2-oxo-1,3-oxazolidin-3-yl]-4H-pyrido[3,2-b][1,4]oxazin-3-one